tert-butyl 7-(2-{[2-(methanesulfonylmethyl)pyridin-4-yl]amino}-5H,6H,7H,8H-pyrido[3,4-d]pyrimidin-7-yl)-8-methyl-1H,2H,3H-pyrido[2,3-b][1,4]oxazine-1-carboxylate CS(=O)(=O)CC1=NC=CC(=C1)NC=1N=CC2=C(N1)CN(CC2)C2=C(C1=C(OCCN1C(=O)OC(C)(C)C)N=C2)C